5-methoxy-8,8-dimethyl-2-(3-morpholinophenyl)-4H,8H-pyrano[2,3-f]chromen-4-one COC1=C2C(=C3C=CC(OC3=C1)(C)C)OC(=CC2=O)C2=CC(=CC=C2)N2CCOCC2